cyanuric chloride copper [Cu].N1=C(Cl)N=C(Cl)N=C1Cl